COC1=NN(C=C1C(=O)OCC)C1=NC=CN=C1 ethyl 3-methoxy-1-(pyrazine-2-yl)-1H-pyrazole-4-carboxylate